1-isopropyl-3-(trifluoromethyl)-1H-pyrazol-4-amine C(C)(C)N1N=C(C(=C1)N)C(F)(F)F